C1(=CC=CC=C1)N1NC(=CC1C1=CC=CC=C1)C1=CC=C(C=C1)C(C)C 1,5-diphenyl-3-(4-isopropyl-phenyl)-pyrazoline